L-2-hydroxyethyl methacrylate C(C(=C)C)(=O)OCCO